1-isopropyl-2-(prop-2-en-1-yl)pyrazolo[3,4-b]pyridin-3-one C(C)(C)N1N(C(C=2C1=NC=CC2)=O)CC=C